C1(CC1)[C@@H](NC(=O)[C@@H]1N([C@@H]2C[C@@H]2C1)C(=O)C1=CC(=NC=C1)C(F)(F)F)C1=C(C=C(C(=C1)F)C(F)(F)F)F (1R,3R,5R)-N-((R)-cyclopropyl(2,5-difluoro-4-(trifluoromethyl)phenyl)methyl)-2-((2-(trifluoromethyl)-4-pyridinyl)carbonyl)-2-azabicyclo[3.1.0]hexane-3-carboxamide